[3-(2-Bromo-6-methoxy-4-prop-1-ynyl-phenyl)-8-(ethoxymethyl)-2-oxo-1-azaspiro[4.4]non-3-en-4-yl] ethyl carbonate C(OC1=C(C(NC12CCC(C2)COCC)=O)C2=C(C=C(C=C2OC)C#CC)Br)(OCC)=O